Ethyl 4,9-dioxo-2-phenyl-4,9-dihydrofuro[2,3-g]quinoline-3-carboxylate O=C1C2=C(C(C=3C=CC=NC13)=O)OC(=C2C(=O)OCC)C2=CC=CC=C2